ClC1=C(CNC=2C=CC(=NC2)N2N=C(C=C2C(F)(F)F)C2=NN(CO2)C)C(=CC=C1)F 5-(1-(5-((2-chloro-6-fluorobenzyl)amino)pyridin-2-yl)-5-(trifluoromethyl)-1H-pyrazol-3-yl)-3-methyl-1,3,4-oxadiazol